N-[(1R,3S)-3-{[6-chloro-2-(trifluoromethyl)quinolin-4-yl]amino}cyclohexyl]-2,5-dimethyl-1H-pyrrole-3-carboxamide ClC=1C=C2C(=CC(=NC2=CC1)C(F)(F)F)N[C@@H]1C[C@@H](CCC1)NC(=O)C1=C(NC(=C1)C)C